CC1=C(C=CC(=C1)C)C1=NC(=NC(=N1)C1=C(C=C(C=C1)C)C)C1=C(C=C(C=C1)OCCCCCCCC)O 2-[4,6-bis(2,4-dimethylphenyl)-1,3,5-triazin-2-yl]-5-octyloxyphenol